P(=O)(O)(O)O[C@H]1[C@]([C@@H](O[C@@H]1CO)N1C=NC=2C(N)=NC=NC12)(O)N 2'-aminoadenosine-3'-phosphate